[Zn+2].CC=1NC=C[NH+]1 2-methylimidazolium zinc salt